4-(3-((2-((3-Methyl-1-(1-methylpiperidin-4-yl)-1H-pyrazol-4-yl)amino)-5-(trifluoromethyl)pyrimidin-4-yl)amino)propyl)morpholin-3-on CC1=NN(C=C1NC1=NC=C(C(=N1)NCCCN1C(COCC1)=O)C(F)(F)F)C1CCN(CC1)C